COC=1C=C(C=CC1OC)C=C1NC(N(C1=O)CCC(=O)[O-])=O 4-(3,4-dimethoxyphenylmethylene)-2,5-dioxo-1-imidazolidinepropionate